7-chloro-N,N,2-trimethyl-4-(methylthio)pyrido[2,3-d]pyrimidine-6-carboxamide ClC=1C(=CC2=C(N=C(N=C2SC)C)N1)C(=O)N(C)C